1,8-diethoxy-anthracene C(C)OC1=CC=CC2=CC3=CC=CC(=C3C=C12)OCC